ClC1=C(C=CC=C1NC1=NC=CC(=C1F)CNCCO)C1=NC=CC(=C1C)C1=NC(=C(C=C1)CNCC1CCC(N1)=O)OC 5-((((2'-(2-chloro-3-((3-fluoro-4-(((2-hydroxyethyl)amino)methyl)pyridin-2-yl)amino)phenyl)-6-methoxy-3'-methyl-[2,4'-bipyridin]-5-yl)methyl)amino)methyl)pyrrolidin-2-one